C(C)(C)(C)OC(=O)NC1(CCN(CC1)C(=O)OCCC)C propyl 4-((tert-butoxycarbonyl) amino)-4-methylpiperidine-1-carboxylate